COC(C1=C(C=CC(=C1)F)CNC(=O)OC(C)(C)C)=O 2-[(tert-Butoxycarbonyl)aminomethyl]-5-fluoro-benzoic acid methyl ester